FC1=CC=C(C=N1)C[C@H]1C(N([C@H]2C[C@@H]12)C1=NC(=NN1)C1=CC=NC=C1)=O (1S,4R,5S)-4-((6-fluoropyridin-3-yl)methyl)-2-(3-(pyridin-4-yl)-1H-1,2,4-triazol-5-yl)-2-azabicyclo[3.1.0]hexan-3-one